decane-8-Carbononitrile CCCCCCCC(CC)C#N